Cl.C(C=C)N1CCC2(CC(C2)N(C(=O)C=2SC=CC2)C2=CC=CC=C2)CC1 N-(7-allyl-7-azaspiro[3.5]nonan-2-yl)-N-phenylthiophene-2-carboxamide hydrochloride